C(C1=CC=CC=C1)OC(=O)N1CCC(CC1)C(OC)OC 4-(Dimethoxymethyl)piperidine-1-carboxylic acid benzyl ester